tert-butyl 2-(5-fluoro-2-(4-(piperidin-1-yl)-3-(1-(2,2,2-trifluoroethyl)-1,4,5,6-tetrahydrocyclopenta[c]pyrazole-3-carboxamido) benzamido) phenyl)acetate FC=1C=CC(=C(C1)CC(=O)OC(C)(C)C)NC(C1=CC(=C(C=C1)N1CCCCC1)NC(=O)C=1C2=C(N(N1)CC(F)(F)F)CCC2)=O